The molecule is a quaternary ammonium salt that is the monoiodide salt of acetyl-beta-methylthiocholine. It is a quaternary ammonium salt, an organic iodide salt and a thioester. It contains an acetyl-beta-methylthiocholine. CC(C[N+](C)(C)C)SC(=O)C.[I-]